(S)-5-((5-chloro-7-fluoro-8-hydroxy-1,2,3,4-tetrahydroisoquinolin-1-yl)methyl)-5-azaspiro[2.4]heptan-6-one hydrochloride Cl.ClC1=C2CCN[C@@H](C2=C(C(=C1)F)O)CN1CC2(CC2)CC1=O